ortho-toluidine NC=1C(=CC=CC1)C